NC1(CC1)CN1C=C(C2=CC=C(C=C12)C=1C=NNC1OC)C(=O)C1COC2=CC=C(C=C2C1)Cl [1-[(1-Aminocyclopropyl)methyl]-6-(5-methoxy-1H-pyrazol-4-yl)indol-3-yl]-(6-chlorochroman-3-yl)methanone